FC=1C=C(C=CC1)C#CC=1C=CC(=NC1)C1=NOC(=N1)[C@H]1C[C@H](CN1C)O (3R,5R)-5-(3-(5-((3-fluorophenyl)ethynyl)pyridin-2-yl)-1,2,4-oxadiazol-5-yl)-1-methylpyrrolidin-3-ol